3-(2-(2-[3-mercapto-2-(2-mercaptoethylthio)-propylthio]ethylthio)ethylthio)propane-1-thiol SCC(CSCCSCCSCCCS)SCCS